2-(4-Bromophenyl-ethyl)-1,3-dioxolan BrC1=CC=C(C=C1)CCC1OCCO1